(1S,2R)-1-amino-5-chloro-2,3-dihydro-1H-inden-2-ol N[C@@H]1[C@@H](CC2=CC(=CC=C12)Cl)O